N1(CCCCCC1)C(C(=O)O)C 2-(azepan-1-yl)propionic acid